N[C@H](C(=O)NC1=CC(=C2C(=C1)NC(C21CCOCC1)=O)F)C1CCC(CC1)C (2S)-2-amino-N-(4-fluoro-2-oxospiro[indoline-3,4'-tetrahydropyran]-6-yl)-2-(4-methyl-cyclohexyl)acetamide